C(C1=CC=NC=C1)(=O)N\N=C\C1=CC=C(C(=O)NC2=CC=CC=C2)C=C1 (E)-4-((2-isonicotinoyl-hydrazono)methyl)-N-phenylbenzamide